2-((5-(6-chloro-7-fluoro-3-(1H-imidazol-1-yl)-5-methoxy-1-methyl-1H-indol-2-yl)-1H-1,2,4-triazol-3-yl)oxy)ethan-1-ol ClC1=C(C=C2C(=C(N(C2=C1F)C)C1=NC(=NN1)OCCO)N1C=NC=C1)OC